methoxyspiro[cyclopropane-1,3'-indolin]-2'-one fumarate C(\C=C\C(=O)O)(=O)O.CON1C(C2(C3=CC=CC=C13)CC2)=O